2-amino-6-((3,6-difluoro-2-(pyrrolidin-1-ylmethyl)benzyl)amino)-N-(thiazol-4-yl)pyridine-3-sulfonamide ethyl-1-(4,4,4-trifluorobutyl)-1H-1,2,3-triazole-5-carboxylate C(C)OC(=O)C1=CN=NN1CCCC(F)(F)F.NC1=NC(=CC=C1S(=O)(=O)NC=1N=CSC1)NCC1=C(C(=CC=C1F)F)CN1CCCC1